3-benzoylbenzene C(C1=CC=CC=C1)(=O)C=1C=CC=CC1